2-((3-cyano-4,6-bis(trifluoromethyl)pyridin-2-yl)amino)-N-(4-fluorophenyl)-N-(methyl-d3)acetamide C(#N)C=1C(=NC(=CC1C(F)(F)F)C(F)(F)F)NCC(=O)N(C([2H])([2H])[2H])C1=CC=C(C=C1)F